O=C1NC(CCC1N1C(C2=CC=C(C=C2C1=O)OCC1CNCCO1)=O)=O 2-(2,6-dioxopiperidin-3-yl)-5-(morpholin-2-ylmethoxy)isoindole-1,3-dione